N1N=C(C=C1)CC(=O)OCC ethyl (1H-pyrazol-3-yl)acetate